4-(4-tert-butylpiperidine-1-carbonyl)-6-(4-cyano-4-phenyl-piperidine-1-carbonyl)pyridin-1-ium C(C)(C)(C)C1CCN(CC1)C(=O)C1=CC=[NH+]C(=C1)C(=O)N1CCC(CC1)(C1=CC=CC=C1)C#N